4-(4-Amino-2,6-dichlorophenoxy)-2-(deuteromethyl)phenol NC1=CC(=C(OC2=CC(=C(C=C2)O)C[2H])C(=C1)Cl)Cl